BrC1=C2C=CN=C(C2=CC=C1)C1=C(OC2=CC=CC=C2C1=O)C1=CC=CC=C1 3-(5-Bromoisoquinolin-1-yl)-2-phenyl-4H-chromen-4-one